OC[C@@H](C(=O)N1CCOCC1)NS(=O)(=O)C1=CC=C(C=C1)C (S)-N-(3-hydroxy-1-morpholino-1-oxopropan-2-yl)-4-methylbenzenesulfonamide